3-amino-N-[(7-chloro-3,4-dihydro-2H-1,4-benzoxazin-2-yl)methyl]-1-({4-[(2-oxopyridin-1-yl)methyl]phenyl}methyl)pyrazole-4-carboxamide NC1=NN(C=C1C(=O)NCC1OC2=C(NC1)C=CC(=C2)Cl)CC2=CC=C(C=C2)CN2C(C=CC=C2)=O